1-methoxydibenzo[f,h]isoquinoline COC1=NC=CC2=C3C(=C4C(=C12)C=CC=C4)C=CC=C3